CN1CCN(CC1)C=1C=CC=2N(C1)N=CC2C=O (6-(4-methylpiperazin-1-yl)pyrazolo[1,5-a]pyridin-3-yl)methanone